OC1=CC=C(C=C1)C(C(C(=O)N[C@H](C(=O)N(C)[C@H](/C=C(/C(=O)N[C@H](CCC(=O)OC)C(=O)OC)\C)C(C)C)C(C)(C)C)NC)(C)C dimethyl ((4S,E)-4-((2S)-2-(3-(4-hydroxyphenyl)-3-methyl-2-(methylamino)butanamido)-N,3,3-trimethylbutanamido)-2,5-dimethylhex-2-enoyl)-D-glutamate